3-((4-((7-(piperidin-1-yl)heptyl)amino)phenyl)amino)piperidine-2,6-dione N1(CCCCC1)CCCCCCCNC1=CC=C(C=C1)NC1C(NC(CC1)=O)=O